imidazole hydrogen sulfate salt S(=O)(=O)(O)O.N1C=NC=C1